FC=1C(=NC(=CC1)F)C1=NN(C=C1NC(=O)C=1N=C(SC1)C=1C=NN(C1)CCO)C1CCC(CC1)OCC N-(3-(3,6-difluoropyridin-2-yl)-1-((1r,4r)-4-ethoxycyclohexyl)-1H-pyrazol-4-yl)-2-(1-(2-hydroxyethyl)-1H-pyrazol-4-yl)thiazole-4-carboxamide